N-cyclopropyl-7-fluoro-8-(4-(1-methoxycyclopropane-1-carbonyl)piperazin-1-yl)-3-(5-(trifluoromethyl)-1,3,4-thiadiazol-2-yl)imidazo[1,5-a]pyridine-6-sulfonamide C1(CC1)NS(=O)(=O)C=1C(=C(C=2N(C1)C(=NC2)C=2SC(=NN2)C(F)(F)F)N2CCN(CC2)C(=O)C2(CC2)OC)F